ClCC(=O)NC1=CC(=CC=C1)CNC1=CC(=NC=2N1N=CC2C(C)C)C2CC2 2-chloro-N-(3-(((5-cyclopropyl-3-Isopropylpyrazolo[1,5-a]pyrimidin-7-yl)amino)methyl)phenyl)acetamide